C(#N)[C@H](CC1=C(C=C(C=C1)C=1C=CC2=C(N(C(O2)=O)C)C1)F)NC(OC(C)(C)C)=O Tert-butyl (S)-(1-cyano-2-(2-fluoro-4-(3-methyl-2-oxo-2,3-dihydrobenzo[d]oxazol-5-yl)phenyl)ethyl)carbamate